C(C)(=O)OCCC=C(CCC=C(CCC=C(C)C)C)C 4,8,12-trimethyltrideca-3,7,11-trien-1-yl acetate